FCCNCC1=C(CN(C(C(C)(C)C)=O)CC(NC=2C=C3CC4(C(NC5=NC=CC=C54)=O)CC3=CC2)=O)C=CC=C1 N-(2-(((2-Fluoroethyl)amino)methyl)benzyl)-N-(2-oxo-2-((2'-oxo-1,1',2',3-tetrahydrospiro[indene-2,3'-pyrrolo[2,3-b]pyridin]-5-yl)amino)ethyl)pivalamide